4-(4-chlorobenzyl)-7-(3-fluorobenzyl)-1,2,6,7,8,9-hexahydroimidazo[1,2-a]pyrido[3,4-e]pyrimidin-5(4H)-one ClC1=CC=C(CN2C=3N(C4=C(C2=O)CN(CC4)CC4=CC(=CC=C4)F)CCN3)C=C1